tert-butyl (R)-3-((3-(trifluoromethyl)-5-((trimethylsilyl)ethynyl)phenyl)amino)piperidine-1-carboxylate FC(C=1C=C(C=C(C1)C#C[Si](C)(C)C)N[C@H]1CN(CCC1)C(=O)OC(C)(C)C)(F)F